C1N(CC2=CC=CC=C12)[C@H](C(=O)OC)C1=CC(=CC=C1)[N+](=O)[O-] methyl (S)-2-(isoindolin-2-yl)-2-(3-nitrophenyl)acetate